benzyl 3-(7-(3-(benzyloxy) naphthalen-1-yl)-2-(methylthio)-5,6,7,8-tetrahydropyrido[3,4-d]pyrimidin-4-yl)-3,8-diazabicyclo[3.2.1]octane-8-carboxylate C(C1=CC=CC=C1)OC=1C=C(C2=CC=CC=C2C1)N1CC=2N=C(N=C(C2CC1)N1CC2CCC(C1)N2C(=O)OCC2=CC=CC=C2)SC